C(C)(C)(C)OC(=O)N1CC(C2=CC=CC=C12)NCC=1C(=NC(=NC1)SC)NC 3-[[4-(methylamino)-2-methylsulfanyl-pyrimidin-5-yl]methylamino]indoline-1-carboxylic acid tert-butyl ester